1,3-di(tert-butyl-peroxyisopropyl)benzene C(C)(C)(C)OOC(C)(C)C1=CC(=CC=C1)C(C)(C)OOC(C)(C)C